C(#C)C1=C2C(=CC(NC2=CC=C1F)=O)C1=C(C=2N=C(N=C(C2C=N1)N(C[C@@H]1NCCCC1)C)N1CC2CCC(C1)N2C)F 5-ethynyl-6-fluoro-4-(8-fluoro-4-(methyl(((R)-piperidin-2-yl)methyl)amino)-2-(8-methyl-3,8-diazabicyclo[3.2.1]octan-3-yl)pyrido[4,3-d]pyrimidin-7-yl)quinolin-2(1H)-one